2-bromo-4-chloro-3-iodo-6-methylaniline BrC1=C(N)C(=CC(=C1I)Cl)C